2-(3,4-dimethylphenoxy)-N-(1H-pyrazol-3-yl)-N-(thiophen-2-ylmethyl)acetamide CC=1C=C(OCC(=O)N(CC=2SC=CC2)C2=NNC=C2)C=CC1C